3-(5-formyl-2-(methylthio)pyrimidin-4-yl)pyrrolidine-1,3-dicarboxylic acid 1-tert-butyl 3-ethyl ester C(C)OC(=O)C1(CN(CC1)C(=O)OC(C)(C)C)C1=NC(=NC=C1C=O)SC